C(C1=CC=CC=C1)S(=O)[O-].[Ca+2].BrC1=C(/C=C/C=2SC(=C(N2)C2=CC=C(C=C2)F)Br)C=CC=C1.C(C1=CC=CC=C1)S(=O)[O-] (E)-2-(2-bromostyryl)-5-bromo-4-(4-fluorophenyl)thiazole calcium toluenesulfinate